1-(4-bromophenethyl)-5-cyano-N-(1-ethyl-3-methyl-1H-pyrazol-5-yl)-1H-benzo[d]imidazole-2-Carboxamide BrC1=CC=C(CCN2C(=NC3=C2C=CC(=C3)C#N)C(=O)NC3=CC(=NN3CC)C)C=C1